FC=1C=C2C(=NNC2=CC1F)C=1C=CC2=C(OC(CN2)C)N1 5,6-difluoro-3-[3-methyl-1H,2H,3H-pyrido[2,3-b][1,4]oxazin-6-yl]-1H-indazole